phenyl-2-(2-pyridyl)phenol C1(=CC=CC=C1)C=1C(=C(C=CC1)O)C1=NC=CC=C1